BrC=1C(=C(N(C1C)CCNC(=O)OC(C)(C)C)C(=O)OCC)I ethyl 4-bromo-1-(2-((tert-butoxycarbonyl)amino)ethyl)-3-iodo-5-methyl-1H-pyrrole-2-carboxylate